ammonium (2R,3R)-3-(3-(((R)-2-ethyl-2,3-dihydrobenzo[f][1,4]oxazepin-4(5H)-yl)methyl)-4-methylphenyl)-3-(1-ethyl-4-methyl-1H-benzo[d][1,2,3]triazol-5-yl)-2-methylpropanoic acid C(C)[C@H]1OC2=C(CN(C1)CC=1C=C(C=CC1C)[C@@H]([C@H](C(=O)O)C)C1=C(C3=C(N(N=N3)CC)C=C1)C)C=CC=C2.[NH4+]